6-(2-{6-azaspiro[2.5]octan-6-yl}-4-(2-hydroxyethanesulfonamido)benzoylamino)-8-(4,4-difluoropiperidin-1-yl)quinoline-3-carboxylic acid C1CC12CCN(CC2)C2=C(C(=O)NC=1C=C3C=C(C=NC3=C(C1)N1CCC(CC1)(F)F)C(=O)O)C=CC(=C2)NS(=O)(=O)CCO